2-{[(2-amino-3-{1-[(1,3-oxazol-2-yl)amino] ethyl}-phenyl)carbamothioyl] amino}-2-(3-chloro-4-fluorophenyl)propyl 2,2-dimethyl-propanoate CC(C(=O)OCC(C)(C1=CC(=C(C=C1)F)Cl)NC(NC1=C(C(=CC=C1)C(C)NC=1OC=CN1)N)=S)(C)C